Pyrrolo[4,3,2-de]quinoline N1=CC=2C=CN=C3C=CC=C1C23